BrC1=CC(=C(C=C1)C=1N=NN(C1)C=1C=C2C(=C(N1)N1CCC(CC1)(F)F)OC=C2)N2CCC(CC2)(C)F 5-(4-(4-bromo-2-(4-fluoro-4-methylpiperidin-1-yl)phenyl)-1H-1,2,3-triazol-1-yl)-7-(4,4-difluoropiperidin-1-yl)furo[2,3-c]pyridine